C12(C(=O)CC(CC1)C2(C)C)CS(=O)(=O)O {±}-10-Camphorsulfonic acid